palmitoyl-L-carnitine-d3 C(CCCCCCCCCCCCCCC)(=O)C[N+](C([C@](O)(CC([O-])=O)[2H])([2H])[2H])(C)C